5-{2-[4-Methoxy-2-(5-methoxychinolin-8-sulfonamido)phenyl]ethynyl}pyridin COC1=CC(=C(C=C1)C#CC=1C=CC=NC1)NS(=O)(=O)C=1C=CC(=C2C=CC=NC12)OC